(R)-5,5-difluoro-3-(trifluoromethyl)-5,6,6a,7,9,10-hexahydro-8H-pyrazino[1,2-a][1,8]naphthyridin FC1(C[C@H]2N(C=3N=CC(=CC13)C(F)(F)F)CCNC2)F